ClC=1C=NC(=NC1)C1CC2(CN(C2)C=2N=C(C3=C(N2)CC[S@]3=O)NC3(C(C(C3([2H])[2H])([2H])[2H])([2H])[2H])CO)C1 (R)-2-(6-(5-chloropyrimidin-2-yl)-2-azaspiro[3.3]hept-2-yl)-4-((1-(hydroxymethyl)cyclobutyl-2,2,3,3,4,4-d6)amino)-6,7-dihydrothieno[3,2-d]pyrimidine 5-oxide